2-(3-pyridyl)-1-hydroxyethane-1,1-diphosphonic acid N1=CC(=CC=C1)CC(P(O)(=O)O)(P(O)(=O)O)O